OCC(P(O)(=O)O)P(O)(=O)O 2-hydroxy-ethane-1,1-diphosphonic acid